C1N(CCC12CNCC2)C=2N=NC(=CN2)C2=C(C=C(C=C2)C=2C=NNC2)O 2-[3-(2,7-diazaspiro[4.4]non-2-yl)-1,2,4-triazin-6-yl]-5-(1H-pyrazol-4-yl)phenol